CC([C@@H](C(=O)O)N(C(=O)N1CCC2(CN(CCO2)C(C=C)=O)CC1)C)C (2S)-3-methyl-2-[methyl-(4-(prop-2-enoyl)-1-oxa-4,9-diazaspiro[5.5]undecane-9-carbonyl)amino]butanoic acid